COC1=NC(=CC(=N1)OC)OC 2,4,6-trimethoxypyrimidine